chloro-N-[(6-fluoro-2-pyridyl)sulfonyl]-6-[3-[[1-(trifluoromethyl)cyclopropyl]methoxy]pyrazol-1-yl]pyridine-3-carboxamide ClC1=NC(=CC=C1C(=O)NS(=O)(=O)C1=NC(=CC=C1)F)N1N=C(C=C1)OCC1(CC1)C(F)(F)F